C1=CC=CC=2C3=CC=CC=C3C(C12)COC(=O)N([C@H](C(=O)O)CC(OCC=C)=O)C (2S)-2-[9H-fluoren-9-yl-methoxycarbonyl(methyl)amino]-4-oxo-4-prop-2-enoxybutanoic acid